[OH-].C(C=C)[NH3+] 2-propen-1-aminium hydroxide